1-(5-cyanopyridin-2-yl)-N-(2-{1-[(2-hydroxyphenyl)methyl]piperidin-4-yl}ethyl)piperidine-4-carboxamide C(#N)C=1C=CC(=NC1)N1CCC(CC1)C(=O)NCCC1CCN(CC1)CC1=C(C=CC=C1)O